(1-(2,2-difluoroethyl)-1H-pyrazolo[3,4-b]pyridin-6-yl)methanol FC(CN1N=CC=2C1=NC(=CC2)CO)F